OC1=C2C(C=C(C(C2=CC=C1)=O)C)=O 5-hydroxy-2-methyl-naphthalene-1,4-dione